C(#N)C1(CC1)C1=NC=CC=C1C1=C(C=C(C=C1)[C@H](CO)NC(=O)NC=1N=C(SC1)C#C)F (R)-1-(1-(4-(2-(1-cyanocyclopropyl)pyridin-3-yl)-3-fluorophenyl)-2-hydroxy-ethyl)-3-(2-ethynyl-thiazol-4-yl)urea